C(#N)C=1C=C(C=CC1)C=1N=C(SC1C1=CC(=NC(=C1)C)COC)NC(=O)N1CC2(COC2)C1 N-[4-(3-Cyanophenyl)-5-[2-(methoxymethyl)-6-methyl-4-pyridyl]thiazol-2-yl]-2-oxa-6-azaspiro[3.3]heptane-6-carboxamide